N-n-butyl-methacrylamide C(CCC)NC(C(=C)C)=O